O1CCN(CC1)C(COC1=C(N(CC(=O)O)CC(=O)O)C=CC=C1)=O 2-(2'-morpholino-2'-oxoethoxy)-N,N-bis(hydroxycarbonylmethyl)aniline